quinoxaline-2-carboxamide N1=C(C=NC2=CC=CC=C12)C(=O)N